2-Fluoro-N-[[5-(6-methylpyridin-2-yl)-4-([1,2,4]triazolo[1,5-a]pyridin-6-yl)-1H-imidazol-2-yl]methyl]aniline FC1=C(NCC=2NC(=C(N2)C=2C=CC=3N(C2)N=CN3)C3=NC(=CC=C3)C)C=CC=C1